C(C1=CC=CC=C1)OC[C@@H]1[C@@H](C[C@@]2(CCCN12)C(=O)OC)C(=O)OC(C)(C)C 2-(tert-butyl) 7a-methyl (2R,3S,7aS)-3-((benzyloxy)-methyl)tetrahydro-1H-pyrrolizine-2,7a(5H)-dicarboxylate